OC=1C(=C(C(=CC1)C)C1=C(C2=C(N=C1)NC(=C2)C=2C=NC(=NC2)C(C)(C)O)C#N)C 5-(3-hydroxy-2,6-dimethylphenyl)-2-(2-(2-hydroxypropan-2-yl)pyrimidin-5-yl)-1H-pyrrolo[2,3-b]pyridine-4-carbonitrile